(2R,3R,4R,5R)-2-(4-aminopyrrolo[2,1-f][1,2,4]triazin-7-yl)-2-cyano-5-(hydroxymethyl)tetrahydrofuran-3,4-diyl bis(2-phenylacetate) C1(=CC=CC=C1)CC(=O)O[C@H]1[C@](O[C@@H]([C@H]1OC(CC1=CC=CC=C1)=O)CO)(C#N)C1=CC=C2C(=NC=NN21)N